BrC=1N=CC=C2C1SC(=C2OC)C(=O)OCC ethyl 7-bromo-3-methoxythieno[2,3-c]pyridine-2-carboxylate